17-amino-6-hydroxy-N,N-dimethyl-6,15-bis(trifluoromethyl)-19-oxa-3,4,13,18-tetraazatricyclo[12.3.1.12,5]nonadec-1(18),2,4,14,16-pentaene-12-carboxamide NC1=CC(=C2NC(CCCCCC(C3=NN=C(C1=N2)O3)(C(F)(F)F)O)C(=O)N(C)C)C(F)(F)F